O=C[C@@H](O)[C@H](O)[C@H](O)[C@@H](O)C fucose